C1=C(NC=2C=CC3=C(C12)C=CC=C3)C(=O)C3=C(C=CC=C3)OC (3H-benzo[e]indol-2-yl)-(2-methoxy-phenyl)-methanone